N1(N=NN=C1)C[C@H](C)OC=1C=C(C=CC1Cl)C=1C=NC(=NC1)NC=1C(=NN(C1)C1CCC(CC1)N1CCOCC1)OCCOCCOCCOCCOCCOC 5-(3-(((S)-1-(1H-tetrazol-1-yl)propan-2-yl)oxy)-4-chlorophenyl)-N-(3-((2,5,8,11,14-pentaoxahexadecan-16-yl)oxy)-1-((1r,4r)-4-morpholinocyclohexyl)-1H-pyrazol-4-yl)pyrimidin-2-amine